4-benzenediethylamine hydroiodide I.C1(=CC=C(C=C1)CCN)CCN